C[C@H]1N(C[C@@H]([C@H]([C@@H]1O)O)O)C[C@@H]1CN(CC1)C1=CC=CC=C1 (2R,3R,4R,5s)-2-methyl-1-(((R)-1-phenylpyrrolidin-3-yl)methyl)piperidine-3,4,5-triol